NC=1C=C(C=C(C1)O)OB(O)O 3-amino-5-hydroxyphenyl-boric acid